ethyl (((((2R,3R,4R,5R)-4-fluoro-3-iodo-5-(5-methyl-2,4-dioxo-3,4-dihydropyrimidin-1(2H)-yl) tetrahydrofuran-2-yl) oxy) methyl) (phenoxy)phosphoryl)-L-alaninate F[C@H]1[C@@H]([C@H](O[C@H]1N1C(NC(C(=C1)C)=O)=O)OCP(=O)(OC1=CC=CC=C1)N[C@@H](C)C(=O)OCC)I